FC1=C(N)C=CC=C1C(F)(F)F 2-fluoro-3-(trifluoro-methyl)aniline